C(C1=CC=CC=C1)(=O)N1C[C@H](N(C[C@H]1C)S(=O)(=O)C)CC(=O)O 2-((2R,5R)-4-benzoyl-5-methyl-1-(methylsulfonyl)piperazin-2-yl)acetic acid